ClC1=CC(=C(C=C1)COC1=NN(C=C1)C1=CC(=C(C=C1C)CC(=O)OC)F)F methyl 2-[4-[3-[(4-chloro-2-fluoro-phenyl)methoxy]pyrazol-1-yl]-2-fluoro-5-methyl-phenyl]acetate